sodium p-bromobenzenesulfinate BrC1=CC=C(C=C1)S(=O)[O-].[Na+]